C(C1=CC=CC=C1)OC=1C=C(C=C2CCCOC12)CC(C(C)C)C(=O)N (1-(8-(benzyloxy)chroman-6-yl)-3-methylbutan-2-yl)carboxamide